FC=1C=C(C=C(C1CNC1COC1)OC)C=1C(=C(C=CC1)C1=C(C(=CC=C1)NC(=O)C=1C(N(C(NC1)=O)C)=O)C)C N-(3''-fluoro-5''-methoxy-2,2'-dimethyl-4''-((oxetan-3-ylamino)methyl)-[1,1':3',1''-terphenyl]-3-yl)-3-methyl-2,4-dioxo-1,2,3,4-tetrahydropyrimidine-5-carboxamide